N-(4-(cyclopentanecarboxamido)phenyl)cyclohexylformamide C1(CCCC1)C(=O)NC1=CC=C(C=C1)N(C=O)C1CCCCC1